C(CCCCCCCCCCCCCCCCC)N(C(CCCCC(=O)N)=O)CCCCCCCCCCCCCCCCCC N,N-distearyladipamide